C(C)(C)(C)C1=CC=C(O1)C1=NC=CC=2N1N=C(N2)C 5-(5-tert-butylfuran-2-yl)-2-methyl-[1,2,4]triazolo[1,5-c]pyrimidin